N-(4-(((1H-Indazol-3-yl)methyl)amino)pyrimidin-2-yl)-4-(2-(dimethylamino)ethoxy)-N-(4-(6-(dimethylamino)pyridin-3-yl)benzyl)cyclohexanecarboxamide N1N=C(C2=CC=CC=C12)CNC1=NC(=NC=C1)N(C(=O)C1CCC(CC1)OCCN(C)C)CC1=CC=C(C=C1)C=1C=NC(=CC1)N(C)C